(3S)-5-chloro-7-{[3-(8-ethyl-2-{[1-(2-methoxyethyl) piperidin-4-yl] amino} quinazolin-6-yl)-2,4-difluorophenyl] sulfamoyl}-2,3-dihydro-1-benzofuran-3-yl acetate C(C)(=O)O[C@@H]1COC2=C1C=C(C=C2S(NC2=C(C(=C(C=C2)F)C=2C=C1C=NC(=NC1=C(C2)CC)NC2CCN(CC2)CCOC)F)(=O)=O)Cl